4-(3-isobutyl-1-(6-methoxypyridin-3-yl)-1H-pyrazolo[4,3-b]pyridine-5-carbonyl)-3,3-dimethylpiperazin-2-one C(C(C)C)C1=NN(C=2C1=NC(=CC2)C(=O)N2C(C(NCC2)=O)(C)C)C=2C=NC(=CC2)OC